C(C)(=O)C1=C(C=CC=C1)NC(=O)C1=NC=C(C=C1)Br N-(2-acetylphenyl)-5-bromopyridinecarboxamide